3-(2-methoxyethoxy)-4-nitro-5-[[(2S)-oxetan-2-yl]-methylamino]benzoic acid methyl ester COC(C1=CC(=C(C(=C1)N(C)[C@H]1OCC1)[N+](=O)[O-])OCCOC)=O